FC(S(=O)(=O)C1=CC=C(C2=C1CCO2)N)F 4-((difluoromethyl)sulfonyl)-2,3-dihydrobenzofuran-7-amine